methyl 5-[[2-[[2-(2,6-dioxo-3-piperidyl)-1-oxo-isoindolin-4-yl]amino]acetyl]amino]pentanoate O=C1NC(CCC1N1C(C2=CC=CC(=C2C1)NCC(=O)NCCCCC(=O)OC)=O)=O